methylenebis-(2-methylcyclohexylamine) C(NC1C(CCCC1)C)NC1C(CCCC1)C